ClC1=CC2=C(N=C(S2)C23CC(C2)(C3)NC(=O)C3=NC(=NS3)CS(=O)(=O)C)C=C1 N-[3-(6-chloro-1,3-benzothiazol-2-yl)-1-bicyclo[1.1.1]pentanyl]-3-(methylsulfonylmethyl)-1,2,4-thiadiazole-5-carboxamide